The molecule is a a deoxyketohexose comprising L-tagatose with the hydroxy group at position 6 replaced by hydrogen. It has a role as a human metabolite and an Escherichia coli metabolite. C[C@@H]([C@H]([C@H](C(=O)CO)O)O)O